distyrene azide [N-]=[N+]=[N-].C=CC1=CC=CC=C1.C=CC1=CC=CC=C1